C(CCCCCCCCC(=O)O[C@@H](COC(CCCCCCC(=O)OC(CCCCCCCC)CCCCCCCC)=O)COP1(OCCO1)=O)(=O)OC(CCCCCCCC)CCCCCCCC (S)-1-(Heptadecan-9-yl) 10-(1-((8-(heptadecan-9-yloxy)-8-oxo-octanoyl)oxy)-3-((2-oxido-1,3,2-dioxaphospholan-2-yl)oxy)propan-2-yl) decanedioate